C(C)OC1=CC=C(C=C1)C1=CN=CC(=N1)C(=O)NCCN1C(C=CC(=C1)OC)=O 6-(4-ethoxyphenyl)-N-(2-(5-methoxy-2-oxopyridin-1(2H)-yl)ethyl)pyrazine-2-carboxamide